ClC1=C(C(=C(C(=C1Br)Br)Cl)Br)Br 1,4-dichlorotetrabromobenzene